C1(=CC=CC=C1)S(=O)(=O)[O-].C[N+](CCO)(C)C trimethyl-hydroxyethylammonium benzenesulfonate